[13C@@H]1([C@H](O)[C@H](O)[C@@H](CO)O1)C1=CNC(=O)NC1=O Pseudouridine-13C